N=1C=CN2C1C=CC(=C2)OCC21CC(C2)C1 3-((imidazo[1,2-a]pyridin-6-yloxy)methyl)bicyclo[1.1.1]pentan